[4,4'-bipyridine]-3-amine N1=CC(=C(C=C1)C1=CC=NC=C1)N